(S)-5-methyl-N-(3-(1-(pyrido[2,3-b]pyrazin-3-ylamino)ethyl)phenyl)nicotinamide CC=1C=NC=C(C(=O)NC2=CC(=CC=C2)[C@H](C)NC2=CN=C3C(=N2)N=CC=C3)C1